BrC=1C=C2C=NC(=NC2=CC1)N1CCCC12COCC2 1-(6-Bromoquinazolin-2-yl)-7-oxa-1-azaspiro[4.4]nonane